(S)-2-((((9H-fluoren-9-yl)methoxy)carbonyl)(methyl)amino)-3-(3-fluoropyridin-4-yl)propanoic acid C1=CC=CC=2C3=CC=CC=C3C(C12)COC(=O)N([C@H](C(=O)O)CC1=C(C=NC=C1)F)C